C(CC)(=O)OCCOCCCC 4-butoxyethyl propionate